N-[4-[(5-cyclohexyl-1,3-thiazol-2-yl)carbamoyl]cyclohexyl]carbamic acid tert-butyl ester C(C)(C)(C)OC(NC1CCC(CC1)C(NC=1SC(=CN1)C1CCCCC1)=O)=O